ClC1=CC=C(C=C1)C1CCOC=C1 4-(4-chlorophenyl)-3,4-dihydropyran